FC(C=1C=CC(=NC1)NC1CCN(CC1)S(=O)(=O)C1=CC=C(C=C1)C1=CC=C2C(=CNC2=C1)C#N)(F)F 6-(4-((4-((5-(Trifluoromethyl)pyridin-2-yl)amino)piperidin-1-yl)sulfonyl)phenyl)-1H-indole-3-carbonitrile